ClC=1C(=CC(=NC1)NC(NC1CCC(CC1)NC(C)=O)=O)C=1C=NN(C1C)C N-((1r,4r)-4-(3-(5-chloro-4-(1,5-dimethyl-1H-pyrazol-4-yl)pyridin-2-yl)ureido)cyclohexyl)acetamide